Cyclopropanesulfonamide C1(CC1)S(=O)(=O)N